C1(CC1)N1CCC(CC1)N1CCC(CC1)C=1C=C(C2=C(N(C(=N2)C2=CC(=C(C=C2)S(=O)(=O)C)F)C)C1)C 6-(1'-Cyclopropyl-[1,4'-bipiperidin]-4-yl)-2-(3-fluoro-4-(methylsulfonyl)phenyl)-1,4-dimethyl-1H-benzo[d]imidazol